Tert-butyl (6-(4-(4-(dimethoxymethyl) piperidin-1-yl)indolin-1-yl)-3-(((1R,2R)-2-methoxycyclobutyl)carbamoyl)imidazo[1,2-b]pyridazin-8-yl)(methyl)carbamate COC(C1CCN(CC1)C1=C2CCN(C2=CC=C1)C=1C=C(C=2N(N1)C(=CN2)C(N[C@H]2[C@@H](CC2)OC)=O)N(C(OC(C)(C)C)=O)C)OC